N-(5,7-difluoro-4-oxochroman-8-yl)acetamide FC1=C2C(CCOC2=C(C(=C1)F)NC(C)=O)=O